CN(CCOCCOCNC)CCOCC 4,7,13-trioxa-2,10-diaza-10-methyl-pentadecan